(6-((tert-Butyldimethylsilyl)oxy)spiro(3.3)hept-2-yl)methanol [Si](C)(C)(C(C)(C)C)OC1CC2(CC(C2)CO)C1